ClC1=C(C=CC=C1)C1=C(C(=CC=C1)C=1C=CC=2N(N1)C=C(N2)CNC[C@H](C)O)Cl 2,2'-dichloro-3'-(2-((((S)-2-hydroxypropyl)amino)methyl)imidazo[1,2-b]pyridazin-6-yl)-[1,1'-biphenyl]